C(C)(C)(C)OC(=O)N1CC2=C(C=C(C=C2CC1)OS(=O)(=O)C(F)(F)F)Br 8-bromo-6-(((trifluoromethyl)sulfonyl)oxy)-3,4-dihydroisoquinoline-2(1H)-carboxylic acid tert-butyl ester